OC1=C(C(=CC2=C1CC=C(O2)C2=CC=CC=C2)OCOC)O 5,6-dihydroxy-7-(methoxyl-methoxy)-2-phenyl-4H-1-benzopyran